Triethylamine (E)-3-(hydroxymethyl)pent-2-en-4-yn-1-yl-phosphate OC/C(=C/COP(=O)(O)O)/C#C.C(C)N(CC)CC